C1(CC1)OC1=C(C=C(CN2CC(NCC2)C2=C(C=CC=C2)C(C)C)C=C1)OC 1-(4-cyclopropoxy-3-methoxybenzyl)-3-(2-isopropylphenyl)piperazine